CN1C2=CC=CC=C2N(C=2C=CC=CC12)C=1C=C(C=CC1)C1=C(C(=C(C(=C1C=1OC2=C(N1)C=CC=C2)C=2OC1=C(N2)C=CC=C1)C=1OC2=C(N1)C=CC=C2)C2=CC(=CC=C2)N2C=1C=CC=CC1N(C1=CC=CC=C21)C)C=2OC1=C(N2)C=CC=C1 2,2',2'',2'''-(3,3''-bis(10-methylphenazin-5(10H)-yl)-[1,1':3',1''-terphenyl]-2',4',5',6'-tetrayl)tetrakis(benzo[d]oxazole)